FC(C(=O)N1[C@H]2CC(C[C@@H]1CC2)O)(F)C=2C=C(C(=O)NC1=CC(=C(C=C1)F)C)C=C(C2)F 3-(1,1-difluoro-2-((1R,3s,5S)-3-hydroxy-8-azabicyclo[3.2.1]octan-8-yl)-2-oxoethyl)-5-fluoro-N-(4-fluoro-3-methylphenyl)benzamide